4-(4-(2,8-diazaspiro[4.5]decan-8-yl)pyrido[3,4-d]pyrimidin-2-yl)pyridine 1-oxide C1NCCC12CCN(CC2)C=2C1=C(N=C(N2)C2=CC=[N+](C=C2)[O-])C=NC=C1